Lithium deuterid [2H-].[Li+]